ClC1=C2N(C=3C=CC=CC13)C(=NN(C2=O)CC(=O)OCC)C(F)(F)F ethyl 2-[10-chloro-1-oxo-4-(trifluoromethyl)-[1,2,4]triazino[4,5-a]indol-2-yl]acetate